ClC=1C(=NC(=CN1)CCCC(F)F)N1CCC(CC1)C(=O)OCC ethyl 1-(3-chloro-6-(4,4-difluorobutyl)pyrazin-2-yl)piperidine-4-carboxylate